tert-butyl (1R,5S,6r)-6-((chlorosulfonyl)methyl)-3-azabicyclo[3.1.0]hexane-3-carboxylate ClS(=O)(=O)CC1[C@H]2CN(C[C@@H]12)C(=O)OC(C)(C)C